C1(CC1)C(=O)N1CCN(CC1)C(=O)C1=CC=C(C=C1)C=1C=CC=2N(N1)C(=CC2Cl)C(=O)N 2-{4-[4-(cyclopropylformyl)-piperazin-1-yl]formylphenyl}-5-chloro-pyrrolo[1,2-b]pyridazine-7-carboxamide